BrC1=C(C=C(C=C1)S(=O)(=O)N1CC(C1)(C)C)Cl 1-((4-bromo-3-chlorophenyl)sulfonyl)-3,3-dimethylazetidine